cis-5-fluoro-N-({4-methyl-2-[6-methyl-3-(2H-1,2,3-triazol-2-yl)pyridine-2-carbonyl]-2-azabicyclo[3.1.1]hept-3-yl}methyl)-1,3-benzothiazol-2-amine FC=1C=CC2=C(N=C(S2)NCC2N(C3CC(C2C)C3)C(=O)C3=NC(=CC=C3N3N=CC=N3)C)C1